ClC1=C(C(=O)NCC(N2CCC(CC2)OC2=NC=CC(=C2)C)C2=C(N=CS2)C(F)F)C(=CC=C1)F 2-Chloro-N-{2-[4-(difluoromethyl)-1,3-thiazol-5-yl]-2-{4-[(4-methylpyridin-2-yl)-oxy]piperidin-1-yl}ethyl}-6-fluorobenzamid